5-hydroxy-2-methylthiazole OC1=CN=C(S1)C